2-(4-(methoxymethyl)phenyl)-4,4,5,5-tetramethyl-1,3,2-dioxaborolan COCC1=CC=C(C=C1)B1OC(C(O1)(C)C)(C)C